COC(CC1CC(C(C2=CC=3CC=4C=CC=CC4C3C=C21)=O)(F)F)=O (8,8-difluoro-9-oxo-7,8,9,11-tetrahydro-6H-benzo[b]fluoren-6-yl)acetic acid methyl ester